8-((2-methylpyridin-3-yl)thio)imidazo[1,2-c]pyrimidin CC1=NC=CC=C1SC=1C=2N(C=NC1)C=CN2